(Thiazol-4-yl)acetic acid methyl ester COC(CC=1N=CSC1)=O